Methyl (R)-3-(4-(benzyloxy)phenyl)-2-(2-(1-(3-(3,4-dichlorophenyl)propanoyl)piperidin-4-yl)acetamido)propanoate C(C1=CC=CC=C1)OC1=CC=C(C=C1)C[C@H](C(=O)OC)NC(CC1CCN(CC1)C(CCC1=CC(=C(C=C1)Cl)Cl)=O)=O